3-(3-((2-(4-(5-((4-(((R)-1-(3-bromophenyl)ethyl)amino)-6-methoxy-2-methyl-quinazolin-7-yl)oxy)pentyl)piperazin-1-yl)-2-oxoethyl)amino)phenyl)piperidine-2,6-dione BrC=1C=C(C=CC1)[C@@H](C)NC1=NC(=NC2=CC(=C(C=C12)OC)OCCCCCN1CCN(CC1)C(CNC=1C=C(C=CC1)C1C(NC(CC1)=O)=O)=O)C